NC1(CCN(CC1)C1C(OC(=C1)SC1=C(C=CC=C1Cl)Cl)=O)C 4-amino-4-methylpiperidin-1-yl-5-(2,6-dichlorophenylthio)furan-2-one